methyl 3-[(1-cyclopentyl-2,2,2-trifluoroethyl) amino]-2,6-difluorobenzoate C1(CCCC1)C(C(F)(F)F)NC=1C(=C(C(=O)OC)C(=CC1)F)F